[O-]S(=O)(=O)C(F)(F)F.C(\C=C\C)(=O)C1=C(C(=C(C(=C1)OC)C1=C(C=C(C=C1C(C)C)C(C)C)C(C)C)P(C1CCCCC1)C1CCCCC1)OC.[Pd+2].[O-]S(=O)(=O)C(F)(F)F Palladium (II) crotonyl-(2-dicyclohexylphosphino-2',4',6'-triisopropyl-3,6-dimethoxy-1,1'-biphenyl) triflate